BrC=1C=CC(=NC1)OC1=CC=C(C=C1)C 5-bromo-(4-methyl-phenoxy)pyridine